1-(1-acetylpiperidine-4-yl)-3-(4-(5-(difluoromethyl)-1,3,4-oxadiazole-2-yl)benzyl)-1,3-dihydro-2H-imidazo[4,5-b]pyridine-2-one C(C)(=O)N1CCC(CC1)N1C(N(C2=NC=CC=C21)CC2=CC=C(C=C2)C=2OC(=NN2)C(F)F)=O